CC[C@@H](C1=CC=CC=C1)N (S)-(-)-methylbenzylamine